FC1([C@@H]([C@H](CCC1)N1CCN(CC1)C(C)C)NC(=O)N1C[C@@H]2[C@H](C1)CC(C2)C2=CC=C(C=C2)C)F (3aR,5R,6aS)-N-{(1R,6S)-2,2-difluoro-6-[4-(propan-2-yl)piperazin-1-yl]cyclohexyl}-5-(4-methylphenyl)hexahydrocycloPenta[c]pyrrole-2(1H)-carboxamide